C1=C2N=CN=C3C2=C(OCC2C4CCC(CN32)N4C(=O)O)N=C1.BrC1=C(OCCO[Si](C)(C)C(C)(C)C)C=CC=C1 [2-(2-bromophenoxy)ethoxy](tert-butyl)dimethylsilane 5a,6,7,8,9,10-hexahydro-5H-4-oxa-3,10a,11,13,14-pentaaza-6,9-methanonaphtho[1,8-ab]heptalene-14-carboxylate